[Si]([O-])([O-])([O-])[O-].[Al+3].[Cu+2].[Ag+] silver-copper aluminum silicate